ClC1=CN=C(C2=CC=CC=C12)C1CCNCC1 4-chloro-1-(piperidin-4-yl)isoquinoline